tert-butyl-(2-amino-2-(3-fluoro-5-methoxyphenyl)ethane) carbamate C(N)(O)=O.C(C)(C)(C)CC(C1=CC(=CC(=C1)OC)F)N